5-(2-(cyclopropyl-methyl)-1-(3-(4-methylpiperazin-1-yl)-bicyclo[1.1.1]pentan-1-yl)-1H-imidazol-4-yl)-3-(trifluoromethyl)-pyridin-2-amine C1(CC1)CC=1N(C=C(N1)C=1C=C(C(=NC1)N)C(F)(F)F)C12CC(C1)(C2)N2CCN(CC2)C